(2R,3R,4S,5R)-5-(4-Amino-5-iodo-7H-pyrrolo[2,3-d]pyrimidin-7-yl)-4-fluoro-2-(hydroxy-methyl)tetrahydro-furan-3-yl (tetrahydrofuran-3-yl) carbonate C(O[C@@H]1[C@H](O[C@H]([C@H]1F)N1C=C(C2=C1N=CN=C2N)I)CO)(OC2COCC2)=O